BrC1=NC=C(C(=C1)OC=1C(=NC(=NC1)N)N)C(=C)C 5-((2-bromo-5-(prop-1-en-2-yl)pyridin-4-yl)oxy)pyrimidine-2,4-diamine